CC1=CC=C2C3=C(NC2=C1)N=CN=C3N 7-methyl-9H-pyrimido[4,5-b]indol-4-amine